C(=C)CCCS(=O)(=O)[O-] ls-1-vinyl-3-propylsulfonate